N-(5-(4-chloro-2-(trifluoromethyl)phenyl)thiazolo[5,4-b]pyridin-2-yl)-5-(2-methoxyphenyl)pyridazine-4-carboxamide ClC1=CC(=C(C=C1)C1=CC=C2C(=N1)SC(=N2)NC(=O)C2=CN=NC=C2C2=C(C=CC=C2)OC)C(F)(F)F